CC(CCCCC(C)(C)C)=O neodecanone